1-{2-[5-chloro-2-(difluoromethoxy)phenyl]ethyl}-3-[(4-methylsulfonylphenoxy)methyl]piperazine ClC=1C=CC(=C(C1)CCN1CC(NCC1)COC1=CC=C(C=C1)S(=O)(=O)C)OC(F)F